Methyl-{[1,5-bis(4-chloro-2-fluorophenyl)-1H-1,2,4-triazol-3-yl]oxy}acetat COC(COC1=NN(C(=N1)C1=C(C=C(C=C1)Cl)F)C1=C(C=C(C=C1)Cl)F)=O